1,3,5-tri(benzo[d]imidazole-2-yl)benzene N1=C(NC2=C1C=CC=C2)C2=CC(=CC(=C2)C=2NC1=C(N2)C=CC=C1)C=1NC2=C(N1)C=CC=C2